Methyl 5-(4-bromophenyl)-3,5-dioxovalerate BrC1=CC=C(C=C1)C(CC(CC(=O)OC)=O)=O